C(#N)C1=NC=CC(C1OCC1=CC=C(C=C1)O)=O 2-cyano-3-(4-hydroxybenzyloxy)-pyridin-4-one